CC(C(C(=O)SCCNC(CCNC([C@@H](C(COP(OP(OC[C@@H]1[C@H]([C@H]([C@@H](O1)N1C=NC=2C(N)=NC=NC12)O)OP(=O)(O)O)(=O)O)(=O)O)(C)C)O)=O)=O)O)C 3-methyl-2-hydroxybutanoyl-CoA